CC1=C(C=NO)C(=CC(=C1)O[Si](C(C)C)(C(C)C)C(C)C)C 2,6-dimethyl-4-triisopropylsiloxybenzaldehyde oxime